ClC=1C(=NC=CC1)N1N=CC=C1C(=O)N (3-chloro-2-pyridinyl)-1H-pyrazole-5-carboxamide